ClC1=CC=C(S1)CNC1=CC(=NN1)C1CCN(CC1)CC1=CC(=CC=C1)OC N-[(5-Chlorothiophen-2-yl)methyl]-3-{1-[(3-methoxyphenyl)methyl]piperidin-4-yl}-1H-pyrazol-5-amin